(RS)-(±)-linalool C=C[C@@](O)(C)CCC=C(C)C |r|